ClC1=CC(=C(C=C1)C1=NC(=NC2=C1N=C(N(C2=O)C)C)N2CC(CCC2)N2CC(C2)(F)F)F 8-(4-chloro-2-fluorophenyl)-6-(3-(3,3-difluoroazetidin-1-yl)piperidin-1-yl)-2,3-dimethylpyrimido[5,4-d]pyrimidin-4(3H)-one